CN(/C=C(\C=O)/OC=1C=C(C=CC1)C)C (E)-3-(dimethylamino)-2-(m-tolyloxy)acrolein